(2R,3aS,6S,6aR)-6-((2-amino-3-fluoroquinolin-7-yl)oxy)-2-(4-amino-5-methyl-7H-pyrrolo[2,3-d]pyrimidin-7-yl)hexahydro-3aH-cyclopenta[b]furan-3,3a-diol NC1=NC2=CC(=CC=C2C=C1F)O[C@H]1CC[C@]2([C@@H]1O[C@H](C2O)N2C=C(C1=C2N=CN=C1N)C)O